7-((3-fluoro-2-methyl-4-(4-(trifluoromethyl)piperidin-1-yl)phenyl)amino)-4-methyl-2H-benzo[b][1,4]oxazin-3(4H)-one FC=1C(=C(C=CC1N1CCC(CC1)C(F)(F)F)NC=1C=CC2=C(OCC(N2C)=O)C1)C